3-vinyl-1-(2-hydroxyethyl)-1H-imidazolium chloride [Cl-].C(=C)[N+]1=CN(C=C1)CCO